Cl.C1(CC1)C1=C(C(=NO1)C1=NN(C2=NC=NC(=C21)N)C(C)C)C2=NC=C(C(=N2)C)[C@@H]2CNCC2 (R)-3-(5-cyclopropyl-4-(4-methyl-5-(pyrrolidin-3-yl)pyrimidin-2-yl)isoxazol-3-yl)-1-isopropyl-1H-pyrazolo[3,4-d]pyrimidin-4-amine hydrochloride